C1(CCC1)NC=1C=CC(=NC1C)NC(OC(C)(C)C)=O tert-Butyl (5-(cyclobutylamino)-6-methylpyridin-2-yl)carbamate